6,7-difluoro-2-methyl-11-[[(2-methyl-4-pyridyl)methyl-[(3S)-1-pyrazin-2-yl-3-piperidyl]amino]methyl]-4-oxa-1-azatricyclo[7.3.1.05,13]trideca-5(13),6,8,11-tetraen-10-one FC=1C=2OCC(N3C=C(C(C(=CC1F)C32)=O)CN([C@@H]3CN(CCC3)C3=NC=CN=C3)CC3=CC(=NC=C3)C)C